ClC1=CC(=C(OCC=2C=C(OC3CCN(CC3)CC3=NC4=C(N3CC=3OC=CN3)C=C(C=C4)C(=O)O)C=CC2)C=C1)C#N 2-[(4-{3-[(4-chloro-2-cyanophenoxy)methyl]phenoxy}piperidin-1-yl)methyl]-1-[(1,3-oxazol-2-yl)methyl]-1H-1,3-benzodiazole-6-carboxylic acid